3-cyclopropyl-1-(2-methylpyridin-4-yl)propan-1-one C1(CC1)CCC(=O)C1=CC(=NC=C1)C